ClC1=CC(=C(C=C1)C=1C=2N(N=C(C1)[C@H]1C[C@H](O[C@H](C1)C)C=1C=NN(C1)C1CC1)C(C(=C(N2)C)C)=O)F 9-(4-chloro-2-fluoro-phenyl)-7-[(2S,4R,6S)-2-(1-cyclopropylpyrazol-4-yl)-6-methyl-tetrahydropyran-4-yl]-2,3-dimethyl-pyrimido[1,2-b]pyridazin-4-one